ClC1=NC=C(C(=C1)N1CCC(CC1)=O)I (2-chloro-5-iodopyridin-4-yl)piperidin-4-one